CC1=CC2=C(OP(OC3=C(C2)C=C(C=C3C(C)(C)C)C)OCCCC3=CC(=C(C(=C3)C(C)(C)C)O)C)C(=C1)C(C)(C)C 2,10-dimethyl-4,8-di-t-butyl-6-[3-(3-methyl-4-hydroxy-5-t-butylphenyl)propoxy]-12H-dibenzo[d,g][1,3,2]dioxaphosphocin